ClC=1C(=NC=C(C1)C(F)(F)F)CCl 3-chloro-2-(chloromethyl)-5-(trifluoromethyl)pyridine